2-[1-[2-(4-Chloro-1-piperidyl)-6-methyl-4-oxo-chromen-8-yl]ethylamino]benzoic acid ClC1CCN(CC1)C=1OC2=C(C=C(C=C2C(C1)=O)C)C(C)NC1=C(C(=O)O)C=CC=C1